BrC1=CC=C(CN([C@@H](C)C(=O)O)S(=O)(=O)C2=CC=C(C)C=C2)C=C1 N-(4-bromobenzyl)-N-tosylalanine